N,N',N'-trimethylpropane-1,3-diamine CNCCCN(C)C